P(=O)([O-])([O-])O.[Cl-].OCC[N+](C)(C)C.[Ca+2] calcium choline chloride phosphate salt